OC(C(=O)OCC)CCC ethyl hydroxyvalerate